BrCC(=O)C=1C=CC(=NC1F)NC(OC(C)(C)C)=O 2-methyl-2-propanyl [5-(bromoacetyl)-6-fluoro-2-pyridinyl]carbamate